5-Methoxy-N-[2-(6-methoxypyridin-3-yl)-1,2,3,4-tetrahydroisoquinolin-7-yl]pyridine-2-carboxamide COC=1C=CC(=NC1)C(=O)NC1=CC=C2CCN(CC2=C1)C=1C=NC(=CC1)OC